disodium 2-[(3-carboxy-2-oxidonaphthalen-1-yl)diazenyl]-5-methylbenzenesulfonate C(=O)(O)C=1C(=C(C2=CC=CC=C2C1)N=NC1=C(C=C(C=C1)C)S(=O)(=O)[O-])[O-].[Na+].[Na+]